CC(CCCC(=O)O)=CC(C)C 5,7-dimethyl-5-octenoic acid